4-((2-Methoxy-3-(1-methyl-1H-1,2,4-triazol-3-yl)phenyl)amino)-N-(methyl-d3)-6-(4-carbonyl-5-azaspiro[2.4]heptane-5-yl)pyridazine-3-carboxamide COC1=C(C=CC=C1C1=NN(C=N1)C)NC1=C(N=NC(=C1)N1C(C2(CC2)CC1)=C=O)C(=O)NC([2H])([2H])[2H]